C(C)(C)(C)C1=C(O[Al](C)C)C(=CC(=C1)C)C(C)(C)C 2,6-di-tert-butyl-4-methylphenoxydimethylaluminum